tetrapyridine cobalt [Co].N1=CC=CC=C1.N1=CC=CC=C1.N1=CC=CC=C1.N1=CC=CC=C1